N-(2-fluoro-4-(trifluoromethyl)benzyl)-5-(N-methylsulfamoyl)thiophene-2-carboxamide FC1=C(CNC(=O)C=2SC(=CC2)S(NC)(=O)=O)C=CC(=C1)C(F)(F)F